5-((2-(dimethylamino)-1-(tetrahydro-2H-pyran-4-yl) ethyl) carbamoyl)-6,6-dimethyl-5,6-dihydropyrrolo[3,4-C]pyrazole-1(4H)-carboxylate CN(CC(C1CCOCC1)NC(=O)N1C(C=2N(N=CC2C1)C(=O)[O-])(C)C)C